7-[bis(tert-butoxycarbonyl)amino]-6-[3-(methoxymethoxy)-2,6-dimethyl-phenyl]-3-methyl-2-[(5-methylpyrimidin-2-yl)amino]-5-oxo-1,6-naphthyridine-8-carboxylic acid ethyl ester C(C)OC(=O)C1=C(N(C(C=2C=C(C(=NC12)NC1=NC=C(C=N1)C)C)=O)C1=C(C(=CC=C1C)OCOC)C)N(C(=O)OC(C)(C)C)C(=O)OC(C)(C)C